C1=CC=CC=2C3=CC=CC=C3C(C12)N([C@H](C(=O)O)CCC1=CC=C(C=C1)F)C(=O)OC (2S)-2-(9H-fluoren-9-yl-methoxycarbonylamino)-4-(4-fluorophenyl)butanoic acid